CC=1C(=NC=C(C1)C)C1=CC=C(C(=O)NCC(=O)OCC2=CC=CC=C2)C=C1 benzyl (4-(3,5-dimethylpyridin-2-yl)benzoyl)glycinate